isostearamidoethyl-dimethylamine C(CCCCCCCCCCCCCCC(C)C)(=O)NCCN(C)C